2-aminonaphthalene-5,8-disulphonic acid NC1=CC=2C(=CC=C(C2C=C1)S(=O)(=O)O)S(=O)(=O)O